[({[(2R,3S,4R,5S)-5-[2-chloro-4-(3,3-difluoropyrrolidin-1-yl)imidazo[2,1-f][1,2,4]triazin-7-yl]-3,4-dihydroxyoxolan-2-yl]methoxy}(hydroxy)phosphoryl)methyl]phosphonic Acid ClC1=NN2C(C(=N1)N1CC(CC1)(F)F)=NC=C2[C@H]2[C@@H]([C@@H]([C@H](O2)COP(=O)(O)CP(O)(O)=O)O)O